FC(C(=O)O)(F)F.C(CCCCCCCCCCCCC)NCCCCNN(C(=O)N)CCCC tetradecylaminobutylamino-butyl-urea trifluoroacetate